NC1(CN(CCC1)C=1C(=CC(=NC1)C1=C(C=C(C(=C1)F)F)F)CC1=CN=C2N1C=CN=C2N)C2=NC=CC=C2 3-((5-(3-amino-3-(pyridin-2-yl)piperidin-1-yl)-2-(2,4,5-trifluorophenyl)pyridin-4-yl)methyl)imidazo[1,2-a]pyrazin-8-amine